ClC(=C[C@]1(C(C1)(C)C)C(=O)O[C@@H](C1=CC(=CC=C1)OC1=CC=CC=C1)C#N)Cl (S)-α-cyano-3-phenoxybenzyl (1R,3R)-(2,2-dichlorovinyl)-2,2-dimethylcyclopropanecarboxylate